CC1(C2=CC(=CC=C2C(C=2C3=C(OC21)C=CC=C3)=O)OC[C@H]([C@@H](CO)O)O)C 6,6-Dimethyl-8-((2R,3R)-2,3,4-trihydroxy-butoxy)-6H-benzo[b]naphtho[2,3-d]furan-11-one